(tetrahydrofuran-2-yl)benzothiazole O1C(CCC1)C=1SC2=C(N1)C=CC=C2